6-(4-hydroxyphenyl)pyrazine-2-carboxylic acid OC1=CC=C(C=C1)C1=CN=CC(=N1)C(=O)O